Cl.COC1=C(C=C(C(=O)O)C=C1)C1COCCCN1 4-methoxy-3-(1,4-oxazepan-3-yl)benzoic acid hydrochloride